COC1=C(CCN)C=C(C(=C1)OC)OC 2,4,5-trimethoxyphenethylamine